P([O-])([O-])[O-].C(CCC)[Ca+].C(CCC)[Ca+].C(CCC)[Ca+] butyl-calcium phosphite